BrCC(C(=O)OCC1=CC=CC=C1)=C benzyl 2-(bromomethyl)prop-2-enoate